N-methylpyridine-2,3-diamine CNC1=NC=CC=C1N